5-(5-((trans)-4-amino-3,3-dimethyl-2-oxo-5-phenylpyrrolidin-1-yl)-1H-indazol-1-yl)-1-methylpyridin-2(1H)-one N[C@@H]1C(C(N([C@H]1C1=CC=CC=C1)C=1C=C2C=NN(C2=CC1)C=1C=CC(N(C1)C)=O)=O)(C)C